OC=CC(=O)SCCNC(CCNC([C@@H](C(COP(OP(OC[C@@H]1[C@H]([C@H]([C@@H](O1)N1C=NC=2C(N)=NC=NC12)O)OP(=O)(O)O)(=O)O)(=O)O)(C)C)O)=O)=O 3-hydroxyacryloyl-CoA